(1-(4-(1-methyl-4-trifluoromethyl-1H-imidazol-2-yl)phenyl)cyclopropyl)carbamic acid tert-butyl ester C(C)(C)(C)OC(NC1(CC1)C1=CC=C(C=C1)C=1N(C=C(N1)C(F)(F)F)C)=O